S-(2,3-dihydroxypropyl)cysteine OC(CSC[C@H](N)C(=O)O)CO